F[C@@H]1C[C@H](N(C1)C(CN1N=NC=C1C(F)(F)F)=O)C(=O)N[C@@H](C1=CC=CC=C1)C1=CC(=C(C=C1)C(C)C)F (2S,4r)-4-fluoro-N-((S)-(3-fluoro-4-isopropylphenyl)(phenyl)methyl)-1-(2-(5-(trifluoromethyl)-1H-1,2,3-triazol-1-yl)acetyl)pyrrolidine-2-carboxamide